C(#N)C1=C(C=O)C=CC=C1 2-CYANOBENZALDEHYDE